2,5-Diazaspiro[3.4]octane-2-carboxylic acid tert-butyl ester C(C)(C)(C)OC(=O)N1CC2(C1)NCCC2